CC1N(CCC(C1)(C(=O)OC(CCC)OC1=CC(=C(C=C1)Cl)CC1=CC=C(C=C1)OC1COCC1)C)CC1=CC=C(C=C1)Br (4-chloro-3-{[4-(tetrahydrofuran-3-oxy)phenyl]methyl}phenoxy)butane-1-ol methyl-1-(4-bromobenzyl)-4-methylpiperidine-4-carboxylate